ClC1=CC(=NC=N1)C(=O)N1C[C@H]([C@@H](CC1)N1CC2=CC=CC=C2CC1)O Trans-(6-chloropyrimidin-4-yl)(4-(3,4-dihydroisoquinolin-2(1H)-yl)-3-hydroxypiperidin-1-yl)ketone